(E)-4-((6-bromobenzo[b]thiophen-2-yl)methylene)-2-methyl-1,2,3,4-tetrahydroacridine-9-carboxylic acid BrC=1C=CC2=C(SC(=C2)\C=C\2/CC(CC3=C(C4=CC=CC=C4N=C23)C(=O)O)C)C1